1-methyl-N-(6-(3-((1-(tetrahydro-2H-pyran-2-yl)-1H-indazol-5-yl)amino)-1H-indazol-1-yl)pyridin-2-yl)-1H-pyrazole-4-carboxamide CN1N=CC(=C1)C(=O)NC1=NC(=CC=C1)N1N=C(C2=CC=CC=C12)NC=1C=C2C=NN(C2=CC1)C1OCCCC1